COC1=C(C=C(N)C=C1)C1=NNC=C1 4-methoxy-3-(1H-pyrazol-3-yl)aniline